O1CC(C=2C1=NC=CC2)NC(=O)C2=CC=NC=1N2N=C(C1C(=O)N)COC N7-(2,3-dihydrofuro[2,3-b]pyridin-3-yl)-2-(methoxymethyl)pyrazolo[1,5-a]pyrimidine-3,7-dicarboxamide